Cl.ClC1=C(C=CC=C1Cl)N1CCN(CC1)CC[C@@H]1CC[C@H](CC1)NC(=O)N(C)C trans-N-[4-[2-[4-(2,3-dichlorophenyl)piperazin-1-yl]ethyl]cyclohexyl]-N',N'-dimethylurea hydrochloride